tetrazine sulfide [N+]1(=NN=NC=C1)[S-]